COC1=CC=C(C=C1)I p-iodoanisole